(1S,4S)-5-(3-oxo-1-phenyl-2,7,10-trioxa-4-azadodecane-12-yl)-2,5-diazabicyclo[2.2.1]heptane-2-carboxylic acid tert-butyl ester C(C)(C)(C)OC(=O)N1[C@@H]2CN([C@H](C1)C2)CCOCCOCCNC(OCC2=CC=CC=C2)=O